BrC1=C(C=C(C=C1)C=1C(=NC(=NC1)NC=1C=NN(C1)CCO)NC=1C=C(C=CC1F)NC(C=C)=O)F N-(3-((5-(4-bromo-3-fluorophenyl)-2-((1-(2-hydroxyethyl)-1H-pyrazol-4-yl)amino)pyrimidin-4-yl)amino)-4-fluorophenyl)acrylamide